COC(C1=CC=C(C=C1)S(NC1=CC2=C(NC(N2)=O)C=C1)(=O)=O)=O 4-(N-(2-oxo-2,3-dihydro-1H-benzo[d]imidazol-5-yl)sulfamoyl)benzoic acid methyl ester